C1(CCC1)N1C2CC(CC1CC2)N2CCC(CC2)C=2C(=CC1=C(N(C(=N1)C1=CC=C(C=C1)S(=O)(=O)C)C)C2)F 6-(1-(8-Cyclobutyl-8-azabicyclo[3.2.1]octan-3-yl)piperidin-4-yl)-5-fluoro-1-methyl-2-(4-(methylsulfonyl)phenyl)-1H-benzo[d]imidazol